(R)-1'-(Aminoglycyl)-6-chloro-5-fluorospiro[benzo[d][1,3]oxazine-4,3'-pyrrolidin]-2(1H)-one NNCC(=O)N1C[C@@]2(CC1)C1=C(NC(O2)=O)C=CC(=C1F)Cl